N-[5-(cyanomethoxy)-3-fluoropyridin-2-yl]-5-phenyl-1H-pyrrole-3-sulfonamide C(#N)COC=1C=C(C(=NC1)NS(=O)(=O)C1=CNC(=C1)C1=CC=CC=C1)F